N-methyl-7-p-toluenesulfonyl-7H-pyrrolo[2,3-d]pyrimidin-4-amine CNC=1C2=C(N=CN1)N(C=C2)S(=O)(=O)C2=CC=C(C)C=C2